3-(3,5-Difluoro-4-morpholino-anilino)-5-(methylamino)-6-(3-methylimidazo[4,5-c]pyridin-7-yl)pyrazine-2-carboxamide FC=1C=C(NC=2C(=NC(=C(N2)NC)C=2C3=C(C=NC2)N(C=N3)C)C(=O)N)C=C(C1N1CCOCC1)F